[Na+].COC1=C(N)C=C(C(=C1)[N+](=O)[O-])S(=O)(=O)[O-] 2-methoxy-4-nitroaniline-5-sulfonic acid sodium salt